O1-tert-butyl O2-[5-(1-octylnonoxy)-5-oxo-pentyl] (2S)-4-(3-pyrrolidin-1-ylpropoxy)pyrrolidine-1,2-dicarboxylate N1(CCCC1)CCCOC1C[C@H](N(C1)C(=O)OC(C)(C)C)C(=O)OCCCCC(=O)OC(CCCCCCCC)CCCCCCCC